N6-benzyl-1-(2-((2-((3-chloro-2-fluorobenzyl)amino)-2-oxoethyl)(cyclopropyl)amino)-2-oxoethyl)-1H-indazole-3,6-dicarboxamide C(C1=CC=CC=C1)NC(=O)C1=CC=C2C(=NN(C2=C1)CC(=O)N(C1CC1)CC(=O)NCC1=C(C(=CC=C1)Cl)F)C(=O)N